ethylaminomethacrylamide C(C)NC=C(C(=O)N)C